2-(4-bromophenyl)-5-phenyl-furan BrC1=CC=C(C=C1)C=1OC(=CC1)C1=CC=CC=C1